2-((2-(4-(furan-2-yl)phenyl)-5-methyl-1H-imidazol-1-yl)methyl)phenol O1C(=CC=C1)C1=CC=C(C=C1)C=1N(C(=CN1)C)CC1=C(C=CC=C1)O